BrC(C1=CC(=C(C(N1C1=CC=CC=C1)=O)C1=CC=CC=C1)C1=CC=CC=C1)(F)F 6-(bromodifluoromethyl)-1,3,4-triphenylpyridin-2(1H)-one